C(=O)(O)C1=CC(=C(C=C1O)C1=NC(NC(=N1)C1=C(C=C(C(=C1)O)C(=O)O)O)=O)O 4,6-Bis(4-carboxy-2,5-dihydroxyphenyl)-1,3,5-triazin-2-one